[Fe+2].CC1=CC(=NC=C1)C1=NC=CC(=C1)CCC=1C=NC=NC1.CC1=CC(=NC=C1)C1=NC=CC(=C1)CCC=1C=NC=NC1.CC1=CC(=NC=C1)C1=NC=CC(=C1)CCC=1C=NC=NC1 tris[4'-methyl-4-(2-(5-pyrimidinyl)ethyl)-2,2'-bipyridine] iron (II)